rel-(1R,3R,4S,5R)-4-(3,4-difluoro-2-methoxyphenyl)-N-(2-(dimethylphosphoryl)pyridin-4-yl)-5-methyl-1-trifluoromethyl-2-oxabicyclo[3.2.0]heptane-3-carboxamide FC=1C(=C(C=CC1F)[C@H]1[C@@H](O[C@@]2(CC[C@]12C)C(F)(F)F)C(=O)NC1=CC(=NC=C1)P(=O)(C)C)OC |o1:8,9,11,14|